OC=1C=C(C=CC1)N1N=C(C=2CCCC(C12)=O)C(F)(F)F (3-hydroxyphenyl)-3-(trifluoromethyl)-1,4,5,6-tetrahydro-7H-indazol-7-one